4-amino-N,3,3-trimethyl-N-((5-(trifluoromethyl)-2-pyridinyl)methyl)-1,3-dihydrofuro[3,4-c]quinoline-8-carboxamide NC1=NC=2C=CC(=CC2C2=C1C(OC2)(C)C)C(=O)N(CC2=NC=C(C=C2)C(F)(F)F)C